3-((4-thiomorpholinophenyl)amino)-4-((pyridin-2-ylmethyl)amino)cyclobut-3-ene-1,2-dione S1CCN(CC1)C1=CC=C(C=C1)NC=1C(C(C1NCC1=NC=CC=C1)=O)=O